tert-butyl N-[3-[4-[(2-chloro-9-methyl-purin-6-yl)amino]-3-methoxy-pyrazol-1-yl]propoxy]-N-methyl-carbamate ClC1=NC(=C2N=CN(C2=N1)C)NC=1C(=NN(C1)CCCON(C(OC(C)(C)C)=O)C)OC